C(C)[N+](CC1=CC(=CC=C1)S(=O)(=O)[O-])=C1C=CC(C=C1)=C(C1=CC=C(C=C1)N(CC)CC1=CC(=CC=C1)S(=O)(=O)O[Na])C1=C(C=CC=C1)S(=O)(=O)O[Na] (Ethyl)[4-[[2-(sodiooxysulfonyl)phenyl][4-[[3-(sodiooxysulfonyl)benzyl](ethyl)amino]phenyl]methylene]-2,5-cyclohexadien-1-ylidene](3-sulfonatobenzyl)aminium